C1(=C(C=CC=C1)N(C(CCOCCNC1C(N(C(C2=CC=CC=C12)=O)C1C(NC(CC1)=O)=O)=O)=O)C1=CC=C(C2=NON=C21)[N+](=O)[O-])C2=CC=CC=C2 N-([1,1'-biphenyl]-2-yl)-3-(2-((2-(2,6-dioxopiperidin-3-yl)-1,3-dioxoisoquinolin-4-yl)amino)ethoxy)-N-(7-nitrobenzo[c][1,2,5]oxadiazol-4-yl)propanamide